(R)-N-[(1S)-1-(4-bromo-3-fluoro-phenyl)-2,2,2-trifluoro-ethyl]-2-methyl-propane-2-sulfinamide BrC1=C(C=C(C=C1)[C@@H](C(F)(F)F)N[S@](=O)C(C)(C)C)F